Cl.N1[C@@H](CC1)CO (S)-2-azetidine-methanol hydrochloride